COC(C1CCN(CC1)C1=CC=C(C=C1)[C@@H]1C=2C=CC(=CC2C(C[C@@H]1CC(C)C)(F)F)O)OC (5R,6S)-5-(4-(4-(dimethoxymethyl)piperidin-1-yl)phenyl)-8,8-difluoro-6-isobutyl-5,6,7,8-tetrahydronaphthalen-2-ol